N-(4-amino-2-fluoro-5-iodobenzyl)-4-methylpyrimidine-5-carboxamide NC1=CC(=C(CNC(=O)C=2C(=NC=NC2)C)C=C1I)F